tert-butyl ((2'-fluoro-5'-methoxy-[1,1'-biphenyl]-4-yl)methyl)carbamate FC1=C(C=C(C=C1)OC)C1=CC=C(C=C1)CNC(OC(C)(C)C)=O